N1=CC=C2N1C=CC(=N2)C2=CNC=1N=C(N=CC12)NC1CCC2(COC2)CC1 5-(pyrazolo[1,5-a]pyrimidin-5-yl)-N-(2-oxaspiro[3.5]nonan-7-yl)-7H-pyrrolo[2,3-d]pyrimidin-2-amine